butyl 3-((5-bromo-3-(hydroxymethyl)-1H-indazol-1-yl)methyl)azetidine-1-carboxylate BrC=1C=C2C(=NN(C2=CC1)CC1CN(C1)C(=O)OCCCC)CO